6-aminobenzothiazole iodate I(=O)(=O)O.NC1=CC2=C(N=CS2)C=C1